1-cyclopentyl-3-(5-ethynyl-2-((3-(methyl((1s,4s)-4-((methylsulfonyl)methyl)cyclohexyl)amino)phenyl)amino)pyrido[2,3-d]pyrimidin-7-yl)urea C1(CCCC1)NC(=O)NC=1C=C(C2=C(N=C(N=C2)NC2=CC(=CC=C2)N(C2CCC(CC2)CS(=O)(=O)C)C)N1)C#C